N1=CN=C(C=C1)C=O PYRIMIDINE-4-CARBOXALDEHYDE